3-(4-(2-(4-((2-(1H-1,2,3-triazol-1-yl)pyrimidin-4-yl)methoxy)phenyl)propane-2-yl)phenoxy)propane-1-amine N1(N=NC=C1)C1=NC=CC(=N1)COC1=CC=C(C=C1)C(C)(C)C1=CC=C(OCCCN)C=C1